BrC1=NC(=CC(=C1)C(=C)C)Cl 2-bromo-6-chloro-4-(prop-1-en-2-yl)pyridine